trans-2-bromo-N-(4-((5-fluoro-4-(3-(2-oxo-1,2-dihydropyridin-3-yl)phenyl)pyrimidin-2-yl)amino)cyclohexyl)acetamide BrCC(=O)N[C@@H]1CC[C@H](CC1)NC1=NC=C(C(=N1)C1=CC(=CC=C1)C=1C(NC=CC1)=O)F